3-tert-butyldimethylsilyloxy-2-diazon-but-3-enoate [Si](C)(C)(C(C)(C)C)OC(C(C(=O)[O-])=[N+]=[N-])=C